C(C)N1CCN(CC1)CC1=CC=C(C=C1)C1=CC=C(C=C1)S(=O)(=O)N1CCC(=CC1)C(=O)NO 1-((4'-((4-ethylpiperazine-1-yl)methyl)-[1,1'-biphenyl]-4-yl)sulfonyl)-N-hydroxyl-1,2,3,6-tetrahydropyridine-4-formamide